C(C)(C)(C)OC(=O)N(C(OC(C)(C)C)=O)C1=NN2C(C=C(C=C2)C2=C(C(=CC=C2)OCCC(OC2=CC=C(C=C2)F)(F)F)F)=N1 tert-butyl (tert-butoxycarbonyl)(7-(3-(3,3-difluoro-3-(4-fluorophenoxy)propoxy)-2-fluorophenyl)-[1,2,4]triazolo[1,5-a]pyridin-2-yl)carbamate